6-(4-((4-(1H-pyrazol-4-yl)phenyl)amino)pyrimidin-2-yl)-N-ethyl-N,1-dimethyl-1H-indol-2-carboxamide N1N=CC(=C1)C1=CC=C(C=C1)NC1=NC(=NC=C1)C1=CC=C2C=C(N(C2=C1)C)C(=O)N(C)CC